4-(3-(pyridin-3-yl)propoxy)phenethylcarbamic acid tert-butyl ester C(C)(C)(C)OC(NCCC1=CC=C(C=C1)OCCCC=1C=NC=CC1)=O